[F].FCCCN1C(C=2C(C1=O)=CC=CC2)=O N-(3-fluoropropyl)phthalimide fluorine